4-cyclohexanedimethanol carbonate C(O)(=O)OCC1CCC(CC1)CO